NC1=C(C(NC(N1[C@H]1C[C@H](O)[C@@H](CO)O1)=O)=O)C C6-amino-deoxythymidine